7-Amino-3-(2-fluoro-6-methyl-phenyl)-1-[(3S)-pyrrolidin-3-yl]-4H-pyrimido[4,5-d]pyrimidin-2-one NC1=NC=C2C(=N1)N(C(N(C2)C2=C(C=CC=C2C)F)=O)[C@@H]2CNCC2